5-(4-chlorobenzyl)-8-(2,4-difluorophenyl)-2,5,8-triazaspiro[3.5]nonane-6,9-dione 2,2,2-trifluoroacetate FC(C(=O)O)(F)F.ClC1=CC=C(CN2C3(CNC3)C(N(CC2=O)C2=C(C=C(C=C2)F)F)=O)C=C1